5-cyclopropyl-1-(tetrahydro-2H-pyran-2-yl)-1H-pyrazole C1(CC1)C1=CC=NN1C1OCCCC1